N-(1-methyl-1H-imidazol-4-yl)-2-(2-phenylpyrrolidin-1-yl)pyrrolo[2,1-f][1,2,4]triazin-4-amine CN1C=NC(=C1)NC1=NC(=NN2C1=CC=C2)N2C(CCC2)C2=CC=CC=C2